tert-butyl ((5-methylisoxazol-3-yl)methyl)carbamate CC1=CC(=NO1)CNC(OC(C)(C)C)=O